C(C(C)C)[Si](C)C isobutyl-dimethyl-silicon